ClC(C(=O)OCOC(C(F)(F)F)(F)F)=C pentafluoroethoxymethyl α-chloroacrylate